COC1=CC=C2C=3C=CN=C(C3N(C2=C1)CC#N)C 2-(7-methoxy-1-methyl-β-carbolin-9-yl)acetonitrile